C(C)OC1=CC=C(C=C1)C(CC1=CC(=C(C(=C1)OC)OC)OC)=O 1-(4-Ethoxyphenyl)-2-(3,4,5-trimethoxyphenyl)ethan-1-one